Perhydrooxepin O1CCCCCC1